(1R,5S,6S,7S)-7-((2-(5-fluoro-1H-pyrazolo[3,4-b]pyridin-3-yl)-7-(methoxymethyl)pyrrolo[2,1-f][1,2,4]triazin-4-yl)amino)tricyclo[3.2.2.02,4]nonane-6-carboxylic acid FC=1C=C2C(=NC1)NN=C2C2=NN1C(C(=N2)N[C@@H]2[C@H]([C@@H]3C4CC4[C@H]2CC3)C(=O)O)=CC=C1COC